methyl 2'-chloro-5'-methoxy-6-oxo-1H-[4,4'-bipyridine]-3-carboxylate ClC1=NC=C(C(=C1)C=1C(=CNC(C1)=O)C(=O)OC)OC